N-(Benzo[b]thiophen-2-yl)-5-butyl-2-((4-methylphenyl)sulfonamido)benzamid S1C2=C(C=C1NC(C1=C(C=CC(=C1)CCCC)NS(=O)(=O)C1=CC=C(C=C1)C)=O)C=CC=C2